NC1=C2C(=NC=N1)N(N=C2C=2C=NC(=CC2)OC2=CC=C(C=C2)Cl)[C@H]2CN(CCC2)C(=O)C(C#N)=CC2CC2 (R)-2-(3-(4-amino-3-(6-(4-chlorophenoxy)pyridin-3-yl)-1H-pyrazolo[3,4-d]pyrimidin-1-yl)piperidine-1-carbonyl)-3-cyclopropylacrylonitrile